NC1=NC=2C3=C(C(CC2C=N1)(C)C)C(=NN3)C(=O)NC3=CC=C(C=C3)C(NC3CCOCC3)=O 8-amino-4,4-dimethyl-N-[4-(tetrahydro-2H-pyran-4-ylcarbamoyl)phenyl]-4,5-dihydro-1H-pyrazolo[4,3-H]quinazoline-3-carboxamide